COC1=C(C2OC3=CC=CC=C3C(C2O)=O)C=CC(=C1)OC 2',4'-Dimethoxy-3-hydroxyflavanone